CC1=C(C(=NO1)C(=O)O)C(=O)O 5-methyl-3,4-isoxazoledicarboxylic acid